7-((4-(tert-butyl)phenyl)amino)-4-(2-hydroxyethyl)-2H-benzo[b][1,4]oxazin-3(4H)-one C(C)(C)(C)C1=CC=C(C=C1)NC=1C=CC2=C(OCC(N2CCO)=O)C1